Ethyl ((4-(benzyloxy)butyl)(1,3-dioxoisoindolin-2-yl)carbamoyl)glycinate C(C1=CC=CC=C1)OCCCCN(C(=O)NCC(=O)OCC)N1C(C2=CC=CC=C2C1=O)=O